N-(4-(7-(((1r,4r)-4-(dimethylamino)cyclohexyl)amino)-1-isopropyl-2-oxo-1,4-dihydropyrimido[4,5-d]pyrimidin-3(2H)-yl)-2-fluorophenyl)-2,2,2-trifluoroethane-1-sulfonamide CN(C1CCC(CC1)NC1=NC=C2C(=N1)N(C(N(C2)C2=CC(=C(C=C2)NS(=O)(=O)CC(F)(F)F)F)=O)C(C)C)C